1-[(3S,4R)-3-fluoro-4-[(2-{3-[(4-methanesulfonyl-2-methoxyphenyl)amino]prop-1-yn-1-yl}-1-(2,2,2-trifluoroethyl)-1H-indol-4-yl)amino]piperidin-1-yl]propan-2-ol F[C@H]1CN(CC[C@H]1NC1=C2C=C(N(C2=CC=C1)CC(F)(F)F)C#CCNC1=C(C=C(C=C1)S(=O)(=O)C)OC)CC(C)O